2-(3-((2-(cyclopropylamino)pyrimidin-4-yl)oxy)pyrrolidin-1-yl)-N-(3-(2-((1,5-dimethyl-1H-pyrazol-3-yl)amino)-5-methylpyrimidin-4-yl)-6-(dimethylamino)-1H-indol-7-yl)acetamide C1(CC1)NC1=NC=CC(=N1)OC1CN(CC1)CC(=O)NC=1C(=CC=C2C(=CNC12)C1=NC(=NC=C1C)NC1=NN(C(=C1)C)C)N(C)C